2-amino-5-mercaptopentanoic acid NC(C(=O)O)CCCS